O[C@@H](COC(C(C(CCCCCCCCCCCCCCC)O)CCCCCCCCCCCCCC)=O)CO (2R)-2,3-dihydroxypropyl-3-hydroxy-2-tetradecyloctadecanoate